ClC=1C=CC(=C(C1)C=1NC(N=CC1)=O)N1N=NC(=C1)C(F)(F)F 4-(5-chloro-2-(4-(trifluoromethyl)-1H-1,2,3-triazol-1-yl)phenyl)pyrimidin-2(3H)-one